CC=1C=C(C=CC1C1=C(C(=C(C2=CC=CC=C12)O)\N=N\[H])S(=O)(=O)O)C1=CC(=C(C=C1)C1=C(C(=C(C2=CC=CC=C12)O)\N=N\[H])S(=O)(=O)O)C 1,1'-(3,3'-dimethyl[1,1'-biphenyl]-4,4'-diyl)bis{4-hydroxy-3-[(E)-diazenyl]naphthalene-2-sulfonic acid}